CC(C(CCCCC)=O)=O.[Cu] copper octanedione